tert-Butyl 2-amino-3-(6-fluorobenzo[d]thiazol-2-yl)-4,7-dihydrothieno[2,3-c]pyridine-6(5H)-carboxylate NC1=C(C2=C(CN(CC2)C(=O)OC(C)(C)C)S1)C=1SC2=C(N1)C=CC(=C2)F